ethyl (S)-3-amino-3-(2,4-difluoro-2',4',5,6'-tetramethyl-[1,1'-biphenyl]-3-yl)propanoate N[C@@H](CC(=O)OCC)C=1C(=C(C=C(C1F)C)C1=C(C=C(C=C1C)C)C)F